C(C1=CC=CC=C1)C=1C=C(N=NC1Cl)OC1=C(C=C(C=C1Cl)N1N=C(C(NC1=O)=O)NC([O-])=O)Cl (2-[4-[(5-benzyl-6-chloropyridazin-3-yl)oxy]-3,5-dichlorophenyl]-3,5-dioxo-4H-1,2,4-triazin-6-yl)carbamate